3-(5-((5-(2-(5-((5-chloro-4-(3-(pyridin-2-yl)phenyl)pyrimidin-2-yl)amino)pyridin-3-yl)-1-oxo-2,8-diazaspiro[4.5]decan-8-yl)-5-oxopentyl)amino)-1-oxoisoindolin-2-yl)piperidine-2,6-dione ClC=1C(=NC(=NC1)NC=1C=C(C=NC1)N1C(C2(CC1)CCN(CC2)C(CCCCNC=2C=C1CN(C(C1=CC2)=O)C2C(NC(CC2)=O)=O)=O)=O)C2=CC(=CC=C2)C2=NC=CC=C2